FC1=CC=C(C=C1)N1N=CC2=C1C=C1CCN(C[C@]1(C2)C(C=2C=NN(C2)C)O)C(=O)OC(C)(C)C (R)-tert-butyl 1-(4-fluorophenyl)-4a-(hydroxy (1-methyl-1H-pyrazol-4-yl)methyl)-4a,5,7,8-tetrahydro-1H-pyrazolo[3,4-g]isoquinoline-6(4H)-carboxylate